C(C)OS(=O)(=O)[O-].C(C)[N+]1=CC(=CC=C1)C ethyl-3-methylpyridinium ethylsulfate